C12OCC(C1)(C2)C=2N=C1N(C=C(C(=N1)OC1CCC1)C(=O)O)C2 2-(2-oxabicyclo[2.1.1]hexan-4-yl)-7-cyclobutoxyimidazo[1,2-a]pyrimidine-6-carboxylic acid